triphenylphosphonium azide [N-]=[N+]=[N-].C1(=CC=CC=C1)[PH+](C1=CC=CC=C1)C1=CC=CC=C1